ClC=1C(=NC=CC1C1=NC(=C(C=C1)CN1CC(C1)O)OC)C=1C(=C(C=CC1)NC(C1=NC=C(C=C1)CNC[C@@H]1OCC1)=O)C (R)-N-(3-(3'-chloro-5-((3-hydroxyazetidin-1-yl)methyl)-6-methoxy-[2,4'-bipyridin]-2'-yl)-2-methylphenyl)-5-(((oxetan-2-ylmethyl)amino)methyl)picolinamide